6-(6,7-dimethoxy-3-methyl-4-oxo-3,4-dihydro-phthalazin-1-yl)-3,4-dihydro-isoquinoline-2(1H)-sulfonylamine hydrochloride Cl.COC=1C=C2C(N(N=C(C2=CC1OC)C=1C=C2CCN(CC2=CC1)S(=O)(=O)N)C)=O